cis-3,4-Nonendiol C=CC(C(CCCCC)O)O